BrC=1C=C(C=CC1)C1(CN(CC1)C(=O)OC(C)(C)C)C(=O)O 3-(3-bromophenyl)-1-tert-butoxycarbonyl-pyrrolidine-3-carboxylic acid